1-(4-(bis(2,3-dihydrobenzo[b][1,4]dioxin-6-yl)methyl)piperazine-1-carbonyl)-1H-benzo[d][1,2,3]triazole-6-carbonitrile O1C2=C(OCC1)C=C(C=C2)C(N2CCN(CC2)C(=O)N2N=NC1=C2C=C(C=C1)C#N)C1=CC2=C(OCCO2)C=C1